1-Cyano-N-((1R,3s)-3-(((2S,4R)-2'-(2,2-difluoroethyl)-2-methyl-4',5'-dihydrospiro[piperidine-4,7'-thieno[2,3-c]pyran]-1-yl)methyl)cyclobutyl)methanesulfonamide C(#N)CS(=O)(=O)NC1CC(C1)CN1[C@H](C[C@]2(OCCC3=C2SC(=C3)CC(F)F)CC1)C